COC([C@H](C1CCCCCC1)N)=O.OC=1C=C(C=CC1O)NC(C(=C)C)=O N-(3,4-dihydroxyphenyl)methacrylamide methyl-(S)-2-amino-2-cycloheptylacetate